4-((3-(6,6-dimethyl-2-oxo-1,3-oxazinan-3-yl)propyl)amino)-2-((3-methyl-1-(1-methylpiperidin-4-yl)-1H-pyrazol-4-yl)amino)pyrimidine-5-carbonitrile CC1(CCN(C(O1)=O)CCCNC1=NC(=NC=C1C#N)NC=1C(=NN(C1)C1CCN(CC1)C)C)C